2-(2-cyclohexylethyl)-1,1'-biphenyl C1(CCCCC1)CCC1=C(C=CC=C1)C1=CC=CC=C1